8-(amino)adenine NC1=NC2=NC=NC(=C2N1)N